C(C1CC(C(C(C1)C(C)(C)C)N)C(C)(C)C)C1CC(C(C(C1)C(C)(C)C)N)C(C)(C)C 4,4'-methylenebis(2,6-di(tert-butyl)cyclohexylamine)